6-(2,4-dimethoxypyrimidin-5-yl)-4-(3,3-dimethylcyclopent-1-en-1-yl)pyridazin-3-amine COC1=NC=C(C(=N1)OC)C1=CC(=C(N=N1)N)C1=CC(CC1)(C)C